CC=1C=C(CN2C(CCC2)=O)C=CC1B1OC(C(O1)(C)C)(C)C 1-(3-methyl-4-(4,4,5,5-tetramethyl-1,3,2-dioxaborolan-2-yl)benzyl)pyrrolidin-2-one